C1=CC=CC=2C3=CC=CC=C3C(C12)COC(=O)NCC(=O)N[C@H](C(=O)O)CCC(=O)OCC=C (S)-2-(2-((((9H-fluoren-9-yl)methoxy)carbonyl)amino)acetylamino)-5-(allyloxy)-5-oxopentanoic acid